5-bromo-2-chloro-3-formylpyridine BrC=1C=C(C(=NC1)Cl)C=O